BrC=1C=C(C=CC1)NC(=O)[C@H]1N[C@@H]2C[C@@H]2C1 (1R,3S,5R)-N-(3-bromophenyl)-2-azabicyclo[3.1.0]hexane-3-carboxamide